dimethylbenzene-1-sulfonamide CC=1C(=C(C=CC1)S(=O)(=O)N)C